S1C2=C(C=C1)C(=CC=C2)N2CCN(CC2)CCCCOC2=CC=C1C(CC(N(C1=C2)COC(CCCCCCCCCCCCCC)=O)=O)(C)C Pentadecanoic acid 7-[4-(4-benzo[b]thiophen-4-ylpiperazin-1-yl)butoxy]-4,4-dimethyl-2-oxo-3,4-dihydro-2H-quinolin-1-ylmethyl ester